OCCN(C(C1=CC=C(C=C1)B1OC(C(O1)(C)C)(C)C)=O)C N-(2-hydroxyethyl)-N-methyl-4-(4,4,5,5-tetramethyl-1,3,2-dioxaborolan-2-yl)benzamide